(S)-6-(3-Aminopyrrolidin-1-yl)-N-(2-morpholino-5-(piperidin-1-yl)oxazolo[4,5-b]Pyridin-6-yl)pyridine-2-carboxamide N[C@@H]1CN(CC1)C1=CC=CC(=N1)C(=O)NC=1C=C2C(=NC1N1CCCCC1)N=C(O2)N2CCOCC2